CC1(N(CCC1)CCNC(=O)C=1C=C(C(=NC1)C)C=1N2C(SC1C1=C3C=NN(C3=CC=C1)C)=C(C=N2)C(=O)N)C (5-((2-(2,2-dimethylpyrrolidin-1-yl)ethyl)carbamoyl)-2-methylpyridin-3-yl)-2-(1-methyl-1H-indazol-4-yl)pyrazolo[5,1-b]thiazole-7-carboxamide